8,10-Hexadecadienoic acid C(CCCCCCC=CC=CCCCCC)(=O)O